C1(CC1)C1=C(C(=NO1)C1=C(C=CC=C1Cl)Cl)CO[C@H]1[C@@H]2CN([C@H](C1)C2)C2=CC=C(C=C2)C2(CC2)C(=O)O 1-[4-[(1S,4S,5R)-5-[[5-cyclopropyl-3-(2,6-dichlorophenyl)-1,2-oxazol-4-yl]methoxy]-2-azabicyclo[2.2.1]heptan-2-yl]phenyl]cyclopropane-1-carboxylic acid